C(C(=C)C)(=O)O[Si](O[Si](C)(C)C)(O[Si](C)(C)C)O[Si](C)(C)C methacryloxytris(trimethylsiloxy)silane